C(=O)(O)C1=CC=C(C=C1)CC1=CC=C(C=C1)C(=O)O bis(4-carboxylphenyl)methane